N-(4-((2-(1,1-difluoroethyl)pyrimidin-4-yl)amino)-5-(1-propyl-1H-pyrazol-3-yl)pyridin-2-yl)acetamide FC(C)(F)C1=NC=CC(=N1)NC1=CC(=NC=C1C1=NN(C=C1)CCC)NC(C)=O